tert-butyl (2S,6R)-4-[8-[(8-methoxy-2-methyl-imidazo[1,2-a]pyridin-6-yl)carbamoyl]cinnolin-5-yl]-2,6-dimethyl-piperazine-1-carboxylate COC=1C=2N(C=C(C1)NC(=O)C=1C=CC(=C3C=CN=NC13)N1C[C@@H](N([C@@H](C1)C)C(=O)OC(C)(C)C)C)C=C(N2)C